(2Z)-3-(3-methoxyphenyl)-2-methylpent-2-enoic acid COC=1C=C(C=CC1)\C(=C(/C(=O)O)\C)\CC